OCC=1N(C2=CC(=CC=C2C1)CN1N=NC(=C1)C1=C2C=NN(C2=CC=C1)C1OCCCC1)C(=O)OC(C)(C)C tert-butyl 2-(hydroxymethyl)-6-[[4-(1-tetrahydropyran-2-ylindazol-4-yl)triazol-1-yl]methyl]indole-1-carboxylate